Cl.NC(CO)(C)C1=CC=C(C=C1)Cl 2-amino-2-(4-chlorophenyl)propan-1-ol hydrochloride